Di(aziridin-1-yl)phosphinic acid 4-((2,4'-difluoro-[1,1'-biphenyl]-4-yl) oxy)-5-nitro-2,3-dihydro-1H-inden-1-yl ester FC1=C(C=CC(=C1)OC1=C2CCC(C2=CC=C1[N+](=O)[O-])OP(=O)(N1CC1)N1CC1)C1=CC=C(C=C1)F